methyl-((S)-3-(methylamino)-2,3-dihydrobenzofuran-6-yl)(methylimino)-λ6-sulfane C[SH2](=NC)C1=CC2=C([C@@H](CO2)NC)C=C1